ClC1=C(C=CC=C1Cl)CC(C)(N)C 1-(2,3-dichlorophenyl)-2-methylpropan-2-amine